BrC1=C(OC=2C(=NC=NC2)N2CC3(C2)CN(C3)CC3CCOCC3)C=CC(=C1)F 2-(5-(2-bromo-4-fluorophenoxy)pyrimidin-4-yl)-6-((tetrahydro-2H-pyran-4-yl)methyl)-2,6-diazaspiro[3.3]Heptane